ClC1=CC=C(C=C1)CN1CC2(C1)CC(C2)N 2-[(4-chlorophenyl)methyl]-2-azaspiro[3.3]heptan-6-amine